N-(1-ethyl-3-(4-fluorobenzyl)-1H-pyrazol-5-yl)-3-methylbutanamide C(C)N1N=C(C=C1NC(CC(C)C)=O)CC1=CC=C(C=C1)F